trimethyl-dimethylcarbamate CC(N(C([O-])=O)C)(C)C